5-(2-chlorobenzyl)-3-(((3-methylpyridin-2-yl)methyl)amino)-4H-benzo[e][1,2,4]thiadiazine 1,1-dioxide ClC1=C(CC2=CC=CC3=C2NC(=NS3(=O)=O)NCC3=NC=CC=C3C)C=CC=C1